C(C)OC(=O)C1=NN(C=2N(ON(OC21)C2=C(C=C(C(=C2)OCC2=C(C(=CC=C2OC)F)F)OC)F)C)C 5-{5-[(2,3-difluoro-6-methoxyphenyl)methoxy]-2-fluoro-4-methoxyphenyl}-1,7-dimethyl-4,6-dioxapyrazolo[3,4-d]pyrimidine-3-carboxylic acid ethyl ester